tert-butyl N-{1-[8-({8-fluoro-2-methylimidazo[1,2-a]pyridin-6-yl} carbamoyl) quinoxalin-5-yl] pyrrolidin-3-yl}-N-methylcarbamate FC=1C=2N(C=C(C1)NC(=O)C=1C=CC(=C3N=CC=NC13)N1CC(CC1)N(C(OC(C)(C)C)=O)C)C=C(N2)C